4-(cyclohexylmethyl)cyclohexanol C1(CCCCC1)CC1CCC(CC1)O